CC1=C2COC(C2=CC=C1[C@H]1OCCN(C1)CC1=NN=C(O1)C1=CC=C(C=N1)C#N)=O (R)-6-(5-((2-(4-methyl-1-oxo-1,3-dihydroisobenzofuran-5-yl)morpholino)methyl)-1,3,4-oxadiazol-2-yl)pyridine-3-carbonitrile